N-propanoyl-mannosamine C(CC)(=O)N[C@@H]1C(O)O[C@@H]([C@H]([C@@H]1O)O)CO